CN1CCN(CC1)C1=CC=C(C=C1)NC=O N-(4-(4-methylpiperazin-1-yl)phenyl)formamide